BrC=1C=NN(C1N)C1OCCCC1 4-bromo-1-(tetrahydro-2H-pyran-2-yl)-1H-pyrazol-5-amine